C(CCCCC)N1C(C2=CN=CC=C2C(=C1)C1=CC(=C(CCN2CCC(CC2)OC2CCN(CC2)C(=O)C=2C=CC(=C(C2)N2C(NC(CC2)=O)=O)OC)C(=C1)OC)OC)=O 1-(5-(4-((1-(4-(2-hexyl-1-oxo-1,2-dihydro-2,7-naphthyridin-4-yl)-2,6-dimethoxy-phenethyl)piperidin-4-yl)oxy)piperidine-1-carbonyl)-2-meth-oxyphenyl)dihydro-pyrimidine-2,4(1H,3H)-dione